1H-BENZO[G]INDOLE-3-CARBOXALDEHYDE N1C=C(C2=CC=C3C(=C12)C=CC=C3)C=O